trimethylolpropane tri(4-mercaptobutyrate) SCCCC(=O)O.SCCCC(=O)O.SCCCC(=O)O.C(O)C(CC)(CO)CO